5-[5-[(1R)-1-(3,5-dichloro-4-pyridyl)ethoxy]-6-fluoro-1H-indazol-3-yl]-2-(8-methylsulfonyl-2,8-diazaspiro[3.5]nonan-2-yl)pyridine-3-carbonitrile ClC=1C=NC=C(C1[C@@H](C)OC=1C=C2C(=NNC2=CC1F)C=1C=C(C(=NC1)N1CC2(C1)CCCN(C2)S(=O)(=O)C)C#N)Cl